2-(4-aminocyclohexyl)-5-((2,3-dichlorophenyl)thio)pyrazine-2,6-diamine NC1CCC(CC1)C1(NC(=C(N=C1)SC1=C(C(=CC=C1)Cl)Cl)N)N